N-(2-methoxy-6-methyl-5,6,7,8-tetrahydro-1,6-naphthyridin-3-yl)-8-(piperidin-1-yl)quinazolin-2-amine COC1=NC=2CCN(CC2C=C1NC1=NC2=C(C=CC=C2C=N1)N1CCCCC1)C